ethyl 2-(2-((3-(3-(aminomethyl)phenyl)benzofuran-5-yl)methoxy)phenyl)acetate NCC=1C=C(C=CC1)C1=COC2=C1C=C(C=C2)COC2=C(C=CC=C2)CC(=O)OCC